ClC=1C=CC(=C(C1)[C@H]1C[C@H](C1)NC(=O)C=1C(=NN(C1)[C@@H](C)C=1C=NC(=CC1C)N1C([C@@H]2C[C@@H]2C1)=O)[C@H](C)O)C#N N-((cis)-3-(5-chloro-2-cyanophenyl)cyclobutyl)-3-((S)-1-hydroxyethyl)-1-((S)-1-(4-methyl-6-((1R,5S)-2-oxo-3-azabicyclo[3.1.0]hexan-3-yl)pyridin-3-yl)ethyl)-1H-pyrazole-4-carboxamide